(pentamethylcyclopentadienyl)(2-methyl-4-phenylindenyl)zirconium diiodide [I-].[I-].CC1=C(C(=C(C1(C)[Zr+2]C1C(=CC2=C(C=CC=C12)C1=CC=CC=C1)C)C)C)C